N[C@H]1C[C@H](N(C1)C1=C(C=CC(=C1)C=1C(=NC=CC1)C)NC(=O)C1=NC(=NC=C1)C1=C(C=CC=C1OC)F)CO N-(2-((2S,4S)-4-amino-2-(hydroxymethyl)pyrrolidin-1-yl)-4-(2-methylpyridin-3-yl)phenyl)-2-(2-fluoro-6-methoxyphenyl)pyrimidine-4-carboxamide